cis-N-cyclopropyl-5-(5-((7-ethyl-6-oxo-5,6-dihydro-1,5-naphthyridin-3-yl)methyl)-2,5-diazabicyclo[4.2.0]oct-2-yl)-6-fluoropyridinamide C1(CC1)NC(=O)C1=NC(=C(C=C1)N1[C@@H]2CC[C@@H]2N(CC1)CC=1C=NC=2C=C(C(NC2C1)=O)CC)F